diisocyanatoethylene N(=C=O)C=CN=C=O